FC(O)(C(C(C(F)(F)F)(F)F)(F)F)F PERFLUOROPROPYL-CARBINOL